5,15-di(Pentafluorophenyl)-10,20-di(2-carboxyphenyl)porphine FC1=C(C(=C(C(=C1C=1C2=CC=C(N2)C(=C2C=CC(C(=C3C=CC(=C(C=4C=CC1N4)C4=C(C=CC=C4)C(=O)O)N3)C3=C(C(=C(C(=C3F)F)F)F)F)=N2)C2=C(C=CC=C2)C(=O)O)F)F)F)F